FC(C(=O)O)(F)F.N[C@H](C(=O)OC)CCCN1C(C2C3(C(=C(C(C2(C1=O)Br)(C3=O)C)C3=CC=CC=C3)C3=CC=CC=C3)C)=O Methyl (2S)-2-amino-5-(3a-bromo-4,7-dimethyl-1,3,8-trioxo-5,6-diphenyl-1,3,3a,4,7,7a-hexahydro-2H-4,7-methanoisoindol-2-yl)-pentanoate trifluoroacetic acid salt